tert-butyl (1S,2S,5R)-2-(2-hydroxypropan-2-yl)-3,8-diazabicyclo[3.2.1]octane-8-carboxylate OC(C)(C)[C@@H]1[C@@H]2CC[C@H](CN1)N2C(=O)OC(C)(C)C